2-Methyl-1,3-diaminocyclohexan CC1C(CCCC1N)N